ClC=1C=CC=C2CCN(CC12)C1CCN(CC1)C=1SC(=CN1)C(=O)NCC1=NC=C(C=C1F)F 2-[4-(8-chloro-3,4-dihydroisoquinolin-2(1H)-yl)piperidin-1-yl]-N-[(3,5-difluoropyridin-2-yl)methyl]-1,3-thiazole-5-carboxamide